BrC=1C=C(C=CC1)C1(CC1)NC(=O)C=1C=NN2C1CN(CC2)C(=O)OC(C)(C)C tert-butyl 3-[1-(3-bromophenyl)cyclopropyl]carbamoyl-4H,5H,6H,7H-pyrazolo[1,5-a]pyrazine-5-carboxylate